3-[7-([4-[1-methyl-4-(trifluoromethyl)-1H-imidazol-2-yl]phenyl]methyl)-7H-pyrrolo[2,3-d]pyrimidin-2-yl]-2-(prop-2-yl)pyridine CN1C(=NC(=C1)C(F)(F)F)C1=CC=C(C=C1)CN1C=CC2=C1N=C(N=C2)C=2C(=NC=CC2)C(C)C